((2S,3S)-3-((tert-Butyldiphenylsilyl)oxy)-1-methylpyrrolidin-2-yl)methanol 1-methyl-3,8-diazabicyclo[3.2.1]octane-8-carboxylate CC12CNCC(CC1)N2C(=O)OC[C@@H]2N(CC[C@@H]2O[Si](C2=CC=CC=C2)(C2=CC=CC=C2)C(C)(C)C)C